N-(n-Butyl)Phosphoric Diamide C(CCC)NP(N)(O)=O